Tert-butyl N-[(3R)-5-oxo-1-(5-piperazin-1-ylsulfonyl-2-pyridyl)pyrrolidin-3-yl]carbamate O=C1C[C@H](CN1C1=NC=C(C=C1)S(=O)(=O)N1CCNCC1)NC(OC(C)(C)C)=O